(2R)-2-amino-3-sulfanylpropanoic acid N[C@H](C(=O)O)CS